(R)-5-((5-amino-4-methylthiophen-2-yl)amino)-2-methyl-N-(1-(naphthalen-1-yl)ethyl)benzamide NC1=C(C=C(S1)NC=1C=CC(=C(C(=O)N[C@H](C)C2=CC=CC3=CC=CC=C23)C1)C)C